Cl.ClC=1C=NC=C(C1CSC=1NC(C2=C(N1)CNC2)=O)Cl 2-(((3,5-Dichloropyridin-4-yl)methyl)sulfanyl)-3,5,6,7-tetrahydro-4H-pyrrolo[3,4-d]Pyrimidine-4-one hydrochloride